(1R,2S,5R)-1-Amino-2-(((S)-2-amino-4-methylpentanamido)methyl)-5-(2-boronoethyl)cyclohexane-1-carboxylic acid dihydrochloride Cl.Cl.N[C@]1([C@@H](CC[C@H](C1)CCB(O)O)CNC([C@H](CC(C)C)N)=O)C(=O)O